COC1=CC=C(C=C1)C1=CC=C2C3=C(NC2=C1)C=NC=C3NC(=O)C3CC3 N-(7-(4-methoxyphenyl)-9H-pyrido[3,4-b]indol-4-yl)cyclopropanecarboxamide